C(C)(C)(C)OC(=O)N(C1=C2C(=NC(=C1)Cl)C(=C(S2)[C@H]2CC=CC[C@@H]2N(C(OC(C)(C)C)=O)C)C#CCCO)CC=2SC=CC2 |r| tert-Butyl (rac-(1S,6S)-6-(7-((tert-butoxycarbonyl)(thiophen-2-ylmethyl)amino)-5-chloro-3-(4-hydroxybut-1-yn-1-yl)thieno[3,2-b]pyridin-2-yl)cyclohex-3-en-1-yl)(methyl)carbamate